ClC=1C=C(C2=C(OCCO2)C1)N1C(CNCC1)Cl 7-chloro-5-(2-chloropiperazin-1-yl)-2,3-dihydro-1,4-benzodioxine